[[1,3-bis(2,6-diisopropylphenyl)imidazol-2-ylidene]amino]-dichloro-cyclopenta-2,4-dien-1-yl-titanium C(C)(C)C1=C(C(=CC=C1)C(C)C)N1C(N(C=C1)C1=C(C=CC=C1C(C)C)C(C)C)=N[Ti](C1C=CC=C1)(Cl)Cl